C(#N)C=1C=C2C(=CC=C(N2C1)C=1C=NC=CC1SC1CCC1)C#N 1-((3-(2,8-Dicyanoindolizin-5-yl)pyridin-4-yl)thio)cyclobutan